N-(propyl)glycine C(CC)NCC(=O)O